OC1=C(C=CC(=C1)O)C=1N=C(SC1)NC(C(=O)N1CCSCC1)=O (4-(2,4-dihydroxyphenyl)thiazol-2-yl)-2-thiomorpholino-2-oxoacetamide